5-(tert-butylthio)-N-(3-chloro-2-(4,4-dimethylpiperidin-1-yl)phenyl)thiophene-2-sulfonamide C(C)(C)(C)SC1=CC=C(S1)S(=O)(=O)NC1=C(C(=CC=C1)Cl)N1CCC(CC1)(C)C